5-((4-(2,3-dichloropyridin-4-yl)piperidin-1-yl)methyl)-2-(2,4-dioxotetrahydropyrimidine-1(2H)-yl)isoindoline-1,3-dione ClC1=NC=CC(=C1Cl)C1CCN(CC1)CC=1C=C2C(N(C(C2=CC1)=O)N1C(NC(CC1)=O)=O)=O